BrC=1C=C(C(=NC1F)N)OC 5-bromo-6-fluoro-3-methoxy-pyridin-2-amine